alpha-ethyl-glycine C(C)C(N)C(=O)O